2-(4-(((tert-butyldimethylsilyl)oxy)methyl)piperidin-1-yl)-5-(4,4,5,5-tetramethyl-1,3,2-dioxaborolan-2-yl)pyridine [Si](C)(C)(C(C)(C)C)OCC1CCN(CC1)C1=NC=C(C=C1)B1OC(C(O1)(C)C)(C)C